OC(C(=O)N(C)C)C 2-hydroxy-N,N-dimethyl-propionamide